C1(CC1)C=1NC(=NN1)C1CC2(CN(C2)C(=O)N2CC3(C2)CN(C3)CC3=CC=C(C=C3)S(=O)(=O)C(F)(F)F)C1 [6-(5-cyclopropyl-4H-1,2,4-triazol-3-yl)-2-azaspiro[3.3]heptan-2-yl]-[6-[[4-(trifluoromethylsulfonyl)phenyl]methyl]-2,6-diazaspiro[3.3]heptan-2-yl]methanone